7-Bromo-2-methyl-2,3-dihydrobenzofuran BrC1=CC=CC=2CC(OC21)C